C(C=CCC)O 2-Penten-1-Ol